COC=1C=C(CN(C=2OC=C(N2)CN2CCN(CC2)C)CC2=CC=C(C=C2)N2CCN(CC2)C)C=CC1 N-(3-methoxybenzyl)-N-(4-(4-methylpiperazin-1-yl)benzyl)-4-((4-methylpiperazin-1-yl)methyl)oxazol-2-amine